5-((2-chlorobenzyl)thio)pyridin-2-amine ClC1=C(CSC=2C=CC(=NC2)N)C=CC=C1